CC1=C(C=C(C=C1)NC(=O)N1C2CN(CC1C2)C2=NC=CC=N2)C2=NC=CC=C2 N-(4-methyl-3-(pyridin-2-yl)phenyl)-3-(pyrimidin-2-yl)-3,6-diazabicyclo[3.1.1]heptane-6-carboxamide